FC1=NC(=CC=C1N1CCN(CC1)CC=1C(=C2NC(C=3N(C2=CC1)N=CC3Cl)=O)F)C(NC)=O 7-((4-(2-fluoro-6-(methylcarbamoyl)pyridin-3-yl)piperazin-1-yl)methyl)-6-fluoro-3-chloro-pyrazolo[1,5-a]quinoxalin-4(5H)-one